1-amino-3,6,9,12-tetraoxopentadecane-15-oic acid NCCC(CCC(CCC(CCC(CCC(=O)O)=O)=O)=O)=O